2-(fluoromethyl)-2-(hydroxymethyl)tetrahydrofuran-3-ol FCC1(OCCC1O)CO